C(C)(C)(C)OC(CN1C(C2=C(C=CC=C2CC1)Br)=O)=O (8-Bromo-1-oxo-3,4-dihydroisoquinolin-2(1H)-yl)acetic acid tert-butyl ester